(S)-2-(4-(3-(5-Fluoro-4-methylpyridin-3-yl)isoxazolidine-2-carbonyl)piperidin-1-yl)pyrimidine-4-carbonitrile FC=1C(=C(C=NC1)[C@H]1N(OCC1)C(=O)C1CCN(CC1)C1=NC=CC(=N1)C#N)C